2-((((4-(diethylamino)butoxy)carbonyl)oxy)methyl)propyl (9Z,12Z)-octadeca-9,12-dienoate C(CCCCCCC\C=C/C\C=C/CCCCC)(=O)OCC(C)COC(=O)OCCCCN(CC)CC